O=C([C@H](C[C@H]1C(NCC1)=O)NC(=O)[C@H]1N(C[C@H]2[C@@H]1CCC2)C(=O)C2=NOC(=C2)C(F)(F)F)COC(F)(F)F (1S,3aR,6aS)-N-((S)-3-oxo-1-((S)-2-oxopyrrolidin-3-yl)-4-(trifluoromethoxy)butan-2-yl)-2-(5-(trifluoromethyl)isoxazole-3-carbonyl)octahydrocyclopenta[c]pyrrole-1-carboxamide